2-(chloromethyl)-5-fluoroquinazolin-4(3H)-one ClCC1=NC2=CC=CC(=C2C(N1)=O)F